CC1=NC=2C(=NC(=CC2)C=2C=CN3N=C(N=CC32)N[C@@H]3CC[C@@H](CC3)NC)N1C cis-N1-(5-(2,3-dimethyl-3H-imidazo[4,5-b]pyridin-5-yl)pyrrolo[2,1-f][1,2,4]triazin-2-yl)-N4-methylcyclohexane-1,4-diamine